BrC=1C(=CC=C2C(C=C(OC12)C1=CC=CC=C1)=O)O 8-Bromo-7-hydroxy-2-phenyl-4H-chromen-4-one